FC1=C2C=NN(C2=CC=C1C1=NC(OC=C1)=O)C (4-fluoro-1-methyl-1H-indazol-5-yl)-1,3-oxazin-2-one